COC=1C=C(C(=O)NC)C=CC1NCC#CC=1N(C2=CC=CC(=C2C1)NC1CCC(CC1)N1CCS(CC1)=O)CC(F)(F)F 3-methoxy-N-methyl-4-{[3-(4-{[(1S,4S)-4-(1-oxo-1λ4-thiomorpholin-4-yl)cyclohexyl]amino}-1-(2,2,2-trifluoroethyl)-1H-indol-2-yl)prop-2-yn-1-yl]amino}benzamide